4-(2,3-difluoro-5-isopropylphenyl)butyric acid FC1=C(C=C(C=C1F)C(C)C)CCCC(=O)O